C(C)OCCCN=CC=1C(OC2=CC=CC=C2C1O)=O 3-(N-(3-Ethoxypropyl)methanimidoyl)-4-hydroxy-2H-chromen-2-one